[O-]P([O-])(=O)OP(=O)([O-])OP(=O)([O-])OP(=O)([O-])[O-].[Ca+2].FC=1C=C(C=CC1N1CCN(CC1)C)NC=1N=C(C2=C(N1)NC=C2)OC=2C=C(C=CC2)NC(C=C)=O.[Ca+2].[Ca+2] N-(3-((2-((3-fluoro-4-(4-methylpiperazin-1-yl)phenyl)amino)-7H-pyrrolo(2,3-d)pyrimidin-4-yl)oxy)phenyl)prop-2-enamide Calcium tetraphosphat